ClC=1C=C2C(=NC(=NC2=C(C1C1=CC=CC2=C1N=C(S2)N)F)OCC[C@H]2N(CCC2)C)N2CCNCC2 4-(6-chloro-8-fluoro-2-(2-((S)-1-methyl-pyrrolidin-2-yl)ethoxy)-4-(piperazin-1-yl)quinazolin-7-yl)benzo[d]thiazol-2-amine